SCCC(=O)OCCOCCOCCOCCOCCOCC=C 3,6,9,12,15-pentaoxaoctadec-17-enyl 3-mercaptopropanoate